N-n-undecanoyl-threonine C(CCCCCCCCCC)(=O)N[C@@H]([C@H](O)C)C(=O)O